tert-butyl 4-(4-(3-(pyridin-3-yl)furo[3,2-b]pyridin-6-yl)phenyl)piperazine-1-carboxylate N1=CC(=CC=C1)C1=COC=2C1=NC=C(C2)C2=CC=C(C=C2)N2CCN(CC2)C(=O)OC(C)(C)C